BrC=1C=C(C=NC1)COC=1C(=NC=C(C1)OCC1=C(C(=CC=C1)C1=CC2=C(OCCO2)C=C1)C)C(=O)O ((5-bromopyridin-3-yl)methoxy)-5-((3-(2,3-dihydrobenzo[b][1,4]dioxin-6-yl)-2-methylbenzyl)oxy)picolinic acid